6-bromo-8-fluoro-phthalazin-1-ol BrC=1C=C2C=NN=C(C2=C(C1)F)O